C1(=CC=CC=C1)C(CC=COC(C(=O)OC)C)C methyl 2-((4-phenylpent-1-en-1-yl)oxy)propanoate